5-formyl-6-methyl-N-[4-(methyl-sulfonyl)benzyl]-2-oxo-1-[3-(trifluoromethyl)phenyl]-1,2-dihydropyridine-3-carboxamide C(=O)C=1C=C(C(N(C1C)C1=CC(=CC=C1)C(F)(F)F)=O)C(=O)NCC1=CC=C(C=C1)S(=O)(=O)C